C(C1=CC=CC=C1)(=O)NC(=S)NC1=C(C(=CC(=C1)Cl)F)Br 1-benzoyl-3-(2-bromo-5-chloro-3-fluorophenyl)thiourea